C(C=C)(=O)N1C2=C(OC(C1)C(=O)NC1=CC=CC=C1)C=CC=C2 4-acryloyl-N-phenyl-3,4-dihydro-2H-benzo[b][1,4]oxazine-2-carboxamide